(trifluoromethyl)isoindolin-1-one FC(F)(F)N1C(C2=CC=CC=C2C1)=O